O1COC(C1)O [1,3]dioxolan-4-ol